C(#N)CC1(CC1)N(C(OC(C)(C)C)=O)CC(O)C1=CC(=CC=C1)F tert-butyl (1-(cyanomethyl)cyclopropyl)(2-(3-fluorophenyl)-2-hydroxyethyl)carbamate